CN1C(NC(C(=C1)C1=CC=CC(=C1)S)=O)=O N-Methyl-5-Mercaptophenyl-1H-pyrimidin-2,4-dione